(3R,4R)-4-{[5-(2,4-Difluoro-phenyl)-isoxazole-3-carbonyl]-amino}-3-dimethylcarbamoyl-piperidine-1-carboxylic Acid Tert-Butyl Ester C(C)(C)(C)OC(=O)N1C[C@H]([C@@H](CC1)NC(=O)C1=NOC(=C1)C1=C(C=C(C=C1)F)F)C(N(C)C)=O